ethyl hydrogen (6-(tert-butyl)-10-chloro-9-(3-methoxypropoxy)-2-oxo-6,7-dihydro-2H-pyrido[2,1-a]isoquinolin-3-yl)phosphonate C(C)(C)(C)C1N2C(C3=CC(=C(C=C3C1)OCCCOC)Cl)=CC(C(=C2)P(OCC)(O)=O)=O